C(C)OC(C1=CC=C(C=C1)C1C(CCC(C1)OCC)=O)=O (±)-4-(5-ethoxy-2-oxocyclohexyl)benzoic acid ethyl ester